2-(4-cyclopropyl-6-methoxypyrimidin-5-yl)-6,7-dihydropyrazolo[1,5-a]pyrimidin-5(4H)-one C1(CC1)C1=NC=NC(=C1C1=NN2C(NC(CC2)=O)=C1)OC